(S)-2-(1,3-dimethyl-2,6-dioxo-1,2,3,6-tetrahydro-7H-purin-7-yl)-N-(4-(3-fluoro-4-(piperidin-1-yl)phenyl)thiazol-2-yl)propionamide CN1C(N(C=2N=CN(C2C1=O)[C@H](C(=O)NC=1SC=C(N1)C1=CC(=C(C=C1)N1CCCCC1)F)C)C)=O